(R)-alpha-ethyl-2-oxo-1-pyrrolidineacetic acid C(C)[C@H](C(=O)O)N1C(CCC1)=O